4-{[6-(azepan-1-yl)-7-cyclobutyl-2-{[(2R,7aS)-2-fluorotetrahydro-1H-pyrrolizin-7a(5H)-yl]methoxy}-7H-purin-8-yl]oxy}-5-ethynyl-6-fluoro-2-naphthol N1(CCCCCC1)C1=C2N(C(=NC2=NC(=N1)OC[C@]12CCCN2C[C@@H](C1)F)OC1=CC(=CC2=CC=C(C(=C12)C#C)F)O)C1CCC1